OC1=CC=C(C=C1)C[C@@H](C(=O)N[C@H](C(=O)N[C@H](C(=O)O)CCC(C)(C)C)CC=1N=CN(C1)C)NC(=O)[C@H]1NCCC1 (2S)-2-[(2S)-2-[(2S)-3-(4-hydroxyphenyl)-2-{[(2S)-pyrrolidin-2-yl]formamido}propanamido]-3-(1-methyl-1H-imidazol-4-yl)propanamido]-5,5-dimethylhexanoic acid